FC(C1=C(C=C2CCCN(C2=C1)C1=CC=C2[C@H](C(N(C2=C1)C)=O)C)C=1C=NN(C1)C)F (R)-6-[7-(difluoromethyl)-6-(1-methylpyrazol-4-yl)-3,4-dihydro-2H-quinolin-1-yl]-1,3-dimethyl-indolin-2-one